C(#N)C1=C(C=C(C=C1)N1CCN(CC1)C1=CC=C(C=C1)NC(C1=CC=C(C=C1)OC)=O)F N-(4-(4-(4-Cyano-3-fluorophenyl)piperazin-1-yl)phenyl)-4-methoxybenzamid